CNC(C(=O)O)CC(=O)C.CNC(C(=O)O)CC(=O)C methylaminolevulinate (methyl aminolevulinate)